8-[(3R,5S)-3,5-dimethylpiperazin-1-yl]-N-{8-fluoro-2-methyl-[1,2,4]triazolo[1,5-a]pyridin-6-yl}quinoxaline-5-carboxamide C[C@@H]1CN(C[C@@H](N1)C)C1=CC=C(C=2N=CC=NC12)C(=O)NC=1C=C(C=2N(C1)N=C(N2)C)F